C(C)OC(CCOCCCN1[C@@H](CCC1)COC=1N=C(C2=C(N1)CNCC2)N2CC1CCC(C2)N1C(=O)OCC1=CC=CC=C1)=O benzyl 3-(2-(((S)-1-(3-(3-ethoxy-3-oxopropoxy) propyl) pyrrolidin-2-yl) methoxy)-5,6,7,8-tetrahydropyrido[3,4-d]pyrimidin-4-yl)-3,8-diazabicyclo[3.2.1]octane-8-carboxylate